NC1=NC=2C=C(C(=CC2C2=C1COC2)C(=O)O)C(F)(F)F 4-amino-7-(trifluoromethyl)-1,3-dihydrofuro[3,4-c]-quinoline-8-carboxylic acid